3-amino-5-methyl-7-imidazolylpropyl-aminopyrazolo[1,5-a]pyrimidine NC=1C(=NN2C1N=C(C=C2CCCC=2NC=CN2)C)N